CNC1=C(C(C1=O)=O)NCCCN(CCCCCCCC(=O)OC(CCCCCCCC)CCCCCCCC)CCCCCCCC(OCC(CCCCCCC)CCC)=O heptadecan-9-yl 8-((3-((2-(methylamino)-3,4-dioxocyclobut-1-en-1-yl)amino)propyl)(8-oxo-8-((2-propylnonyl)oxy)octyl)amino)octanoate